CCCCCCCCCCCCCCCCCCCCCCCCCC methyl-pentacosane